FC1=C(C=CC(=C1)[N+](=O)[O-])S(=O)(=O)NC 2-fluoro-N-methyl-4-nitrobenzenesulfonamide